FC1=C(C(=O)NC2=NC(=CC=C2)CC2CCNCC2)C(=CC(=C1)F)F 2,4,6-trifluoro-N-(6-(piperidin-4-ylmethyl)pyridin-2-yl)benzamide